iron-chromium-aluminum molybdenum [Mo].[Al].[Cr].[Fe]